CN1CCC(CC1)(C1=NN=C(N1)C1=CC=NC=C1)NC=1C=C(C(=O)N[C@H](C)C=2C=C(OCCCCCCOCCOCC(=O)OCC)C=CC2)C=CC1 (R)-ethyl 2-(2-((6-(3-(1-(3-((1-methyl-4-(5-(pyridin-4-yl)-4H-1,2,4-triazol-3-yl)piperidin-4-yl)amino)benzamido)ethyl)phenoxy)hexyl)oxy)ethoxy)acetate